2-(4-vinylbenzyloxy)ethyl alcohol methacrylate C(C(=C)C)(=O)OCCOCC1=CC=C(C=C1)C=C